(S)-N-(5-(tert-butyl)-1-(1-methylpyrrolidin-3-yl)-1H-pyrazol-3-yl)-7-(difluoromethyl)-1-methyl-6-(thiazolo[5,4-b]pyridin-6-yloxy)-1H-imidazo[4,5-b]pyridin-2-amine C(C)(C)(C)C1=CC(=NN1[C@@H]1CN(CC1)C)NC=1N(C=2C(=NC=C(C2C(F)F)OC=2C=C3C(=NC2)SC=N3)N1)C